4-(2-(4-(2-acetyl-5-chlorophenyl)-5-methoxy-2-oxopyridin-1(2H)-yl)-3-(4-(cyclopropylcarbamoylamino)phenyl)propionylamino)benzoic acid methyl ester COC(C1=CC=C(C=C1)NC(C(CC1=CC=C(C=C1)NC(NC1CC1)=O)N1C(C=C(C(=C1)OC)C1=C(C=CC(=C1)Cl)C(C)=O)=O)=O)=O